N-[4-(3-Cyanophenyl)-5-(1,6-dimethylpyrrolo[2,3-b]pyridin-4-yl)thiazol-2-yl]-2-oxa-6-azaspiro[3.3]heptane-6-carboxamide C(#N)C=1C=C(C=CC1)C=1N=C(SC1C1=C2C(=NC(=C1)C)N(C=C2)C)NC(=O)N2CC1(COC1)C2